6-Chloro-N-((3-(2-chloropyridin-4-yl)azetidin-3-yl)methyl)-2-(trifluoromethyl)quinolin-4-amine ClC=1C=C2C(=CC(=NC2=CC1)C(F)(F)F)NCC1(CNC1)C1=CC(=NC=C1)Cl